N-[1-(4-hydroxyphenyl)-4-piperidyl]-N-methyl-1H-indole-6-sulfonamide OC1=CC=C(C=C1)N1CCC(CC1)N(S(=O)(=O)C1=CC=C2C=CNC2=C1)C